N-{2-[(3S,4R)-3-fluoro-4-(2H3)methoxypiperidin-1-yl]pyrimidin-4-yl}-8-[3-(methanesulfonylmeth-yl)azetidin-1-yl]-5-(propan-2-yl)-2,7-naphthyridin-3-amine F[C@H]1CN(CC[C@H]1OC([2H])([2H])[2H])C1=NC=CC(=N1)NC=1N=CC2=C(N=CC(=C2C1)C(C)C)N1CC(C1)CS(=O)(=O)C